(R)-1-benzyl-3-benzylaminopiperidine C(C1=CC=CC=C1)N1C[C@@H](CCC1)NCC1=CC=CC=C1